(6R,8aS)-6-[8-amino-1-(2-methoxy-4-{2,2,2-trifluoro-1-hydroxy-1-[3-(trifluoromethyl)phenyl]ethyl}phenyl)imidazo[1,5-a]pyrazin-3-yl]hexahydroindolizin-3(2H)-one NC=1C=2N(C=CN1)C(=NC2C2=C(C=C(C=C2)C(C(F)(F)F)(C2=CC(=CC=C2)C(F)(F)F)O)OC)[C@H]2CN1C(CC[C@@H]1CC2)=O